7-methoxy-2,3,4,5-tetrahydro-1H-pyrido[4,3-b]indol-1-one COC=1C=CC=2C3=C(NC2C1)CCNC3=O